(R)-(3-Fluorophenyl)((2R,5S)-5-(((S)-1-(methylsulfonyl)piperidin-3-yl)methyl)pyrrolidin-2-yl)methanol hydrochloride Cl.FC=1C=C(C=CC1)[C@@H](O)[C@@H]1N[C@@H](CC1)C[C@H]1CN(CCC1)S(=O)(=O)C